1,5-diazabicyclo[4.3.0]non-5-ene triphenylbutyl-borate C1(=CC=CC=C1)C(CCCOB(O)O)(C1=CC=CC=C1)C1=CC=CC=C1.N12CCCN=C2CCC1